CN1C(CCC2=CC(=CC=C12)C=1C=C(C=NC1)CNS(=O)(=O)C=1C=NN(C1)C)=O 1-Methyl-1H-pyrazole-4-sulfonic acid [5-(1-methyl-2-oxo-1,2,3,4-tetrahydro-quinolin-6-yl)-pyridin-3-ylmethyl]-amide